CC1=NN(C=N1)C1=C(N)C=CC=C1 2-(3-methyl-1H-1,2,4-triazol-1-yl)aniline